butyl (3-isocyanatobicyclo[1.1.1]pentan-1-yl)carbamate N(=C=O)C12CC(C1)(C2)NC(OCCCC)=O